8-(heptadecan-9-yloxy)-8-oxooctyl (2S,4S)-1-(6-(heptadecan-9-yloxy)-6-oxohexyl)-4-(2-(4-methylpiperazin-1-yl)acetoxy)pyrrolidine-2-carboxylate CCCCCCCCC(CCCCCCCC)OC(CCCCCN1[C@@H](C[C@@H](C1)OC(CN1CCN(CC1)C)=O)C(=O)OCCCCCCCC(=O)OC(CCCCCCCC)CCCCCCCC)=O